L-lactic acid tetrabutylammonium salt C(CCC)[N+](CCCC)(CCCC)CCCC.C([C@@H](O)C)(=O)[O-]